ClC=1OC2=CC=CC=C2C(C1)=O chlorochromon